FC1=CC=C(C=C1)C(CCNC(=O)C1CN(CCN1C)C1=CC=C2C(=NNC2=C1)C(=O)NC)C 6-(3-{[3-(4-fluorophenyl)butyl]carbamoyl}-4-methylpiperazin-1-yl)-N-methyl-1H-indazole-3-carboxamide